OC1CCC(CC1)N(CCCCCCCC(=O)N(CCCCCCCCCC)CCCCCCCCCC)CCCCCCCC(=O)N(CCCCCCCCCC)CCCCCCCCCC 8,8'-(((1R,4R)-4-hydroxycyclohex-yl)azanediyl)bis-(N,N-didecyloctan-amide)